4-phenylquinolin C1(=CC=CC=C1)C1=CC=NC2=CC=CC=C12